C1=CC=C2C(=C1)C(=CC=C2C(=O)OC(=O)C3=CC=C(C4=CC=CC=C43)C(=O)O)C(=O)O 4-carboxynaphthalic anhydride